n-octylhydrazine C(CCCCCCC)NN